4-[5-(6-amino-2-fluoro-purin-9-yl)-2-[[bis(4-methoxyphenyl)-phenyl-methoxy]methyl]-4-fluoro-tetrahydrofuran-3-yl]oxy-4-oxo-butanoic acid NC1=C2N=CN(C2=NC(=N1)F)C1C(C(C(O1)COC(C1=CC=CC=C1)(C1=CC=C(C=C1)OC)C1=CC=C(C=C1)OC)OC(CCC(=O)O)=O)F